BrC1=NN(C(N1C(C(=O)OCC)C)=O)CC1CCOCC1 ethyl 2-[3-bromo-1-(oxan-4-ylmethyl)-5-oxo-1,2,4-triazol-4-yl]propanoate